(5-methyl-2-oxo-1,3-dioxol-4-yl)methyl 5-(tetradecyloxy)furan-2-carboxylate C(CCCCCCCCCCCCC)OC1=CC=C(O1)C(=O)OCC=1OC(OC1C)=O